1-(2-chlorophenyl)-4-((1,3-difluoro-propan-2-yl)amino)-7-(trifluoromethyl)quinazolin-2(1H)-one ClC1=C(C=CC=C1)N1C(N=C(C2=CC=C(C=C12)C(F)(F)F)NC(CF)CF)=O